C(C)OC(=O)[C@@]1(C[C@H]([C@H](C1)F)N=[N+]=[N-])CC1=CC(=C(C=C1)F)C1=NC=C(C=N1)F |o1:5,7,8| (1R*,3R*,4S*)-3-azido-4-fluoro-1-(4-fluoro-3-(5-fluoropyrimidin-2-yl)benzyl)cyclopentane-1-carboxylic acid ethyl ester